C(C)[SiH2]CCCN ethyl-aminopropyl-silane